ClC1=CC=CC=2N1N=C(C2)[C@@H]2N(CCC1=C2N=CN1)C(=O)C=1C=NN2C1C=CC(=C2)N(C)C (R)-(4-(7-chloropyrazolo[1,5-a]pyridin-2-yl)-6,7-dihydro-1H-imidazo[4,5-c]pyridin-5(4H)-yl)(6-(dimethylamino)pyrazolo[1,5-a]pyridin-3-yl)methanone